ClC1=C(C(=O)N2N=C(C(=C2SCC2=CC=C(C=C2)C(N)=N)C)C2N(CCNC2C(F)(F)F)S(=O)(=O)N2CCCC2)C=CC=C1 4-({[1-(2-chlorobenzoyl)-4-methyl-3-[1-(pyrrolidine-1-sulfonyl)-3-(trifluoromethyl)piperazin-2-yl]-1H-pyrazol-5-yl]sulfanyl}methyl)benzene-1-carboximidamide